BrC(C(=O)NC1=C(C=C(C(=C1)Br)F)O)(F)F 2-bromo-N-(5-bromo-4-fluoro-2-hydroxyphenyl)-2,2-difluoroacetamide